[K].C(CCCCCCCCCCC)OS(=O)(=O)C1=CC=CC=C1.[Na].C[Si](OC1=C(CC1)O[Si](C)(C)C)(C)C trimethyl-(2-trimethylsilyloxycyclobuten-1-yl)oxy-silane sodium dodecyl-benzenesulfonate potassium